Cl.N1=CN=C(C=C1)CN1N=CC2=NC=C(C=C21)C2=CC(=CC=C2)C(F)(F)F 1-(Pyrimidin-4-ylmethyl)-6-[3-(trifluoromethyl)phenyl]pyrazolo[4,3-b]pyridine hydrochloride Salt